CC1C(N(S(O1)(=O)=O)C(=O)[O-])C(=O)[O-] 5-methyl-1,2,3-oxathiazolidine-3,4-dicarboxylate 2,2-dioxide